CN(C=1C(=[O+]C2=CC=CC=C2C1)C1=CC=CC=C1)C 3-dimethylaminoflavylium